ClS(=O)(=O)C=1C=C(C=NC1OC)C(=O)OC methyl 5-chlorosulfonyl-6-methoxy-pyridine-3-carboxylate